(3S,5R)-2-(tert-butoxycarbonyl)-5-(methoxymethyl)-2-azabicyclo[3.1.0]hexane-3-carboxylic acid C(C)(C)(C)OC(=O)N1C2C[C@]2(C[C@H]1C(=O)O)COC